ClC1=CC2=C(N(C(=N2)OCC)CCNC(C)=O)C=C1OC N-(2-(5-chloro-2-ethoxy-6-methoxy-1H-benzoimidazol-1-yl)ethyl)acetamide